1-(1-(6-chloro-8-fluoro-7-(2-fluorophenyl)quinazolin-4-yl)piperidin-4-yl)-2,2,2-trifluoroethan-1-one ClC=1C=C2C(=NC=NC2=C(C1C1=C(C=CC=C1)F)F)N1CCC(CC1)C(C(F)(F)F)=O